T-butyl 2-allyl-2-(hydroxymethyl)-3-methylenepyrrolidin-1-carboxylate C(C=C)C1(N(CCC1=C)C(=O)OC(C)(C)C)CO